O=S1(CCC(CC1)CN1C=CC=C1)=O 1-((1,1-dioxidotetrahydro-2H-thiopyran-4-yl)methyl)-1H-pyrrole